FC(C)C(C)F 2,3-difluorobutane